5-(2-((3,3-difluoro-1-(hydroxymethyl)cyclobutyl)amino)-2-oxoacetyl)-N-(6-fluoro-5-methylpyridin-3-yl)-1,2,4-trimethyl-1H-pyrrole-3-carboxamide FC1(CC(C1)(CO)NC(C(=O)C1=C(C(=C(N1C)C)C(=O)NC=1C=NC(=C(C1)C)F)C)=O)F